3-((2-chloro-6-(methyl-d3)pyridin-3-yl)ethynyl)-3-((4-methoxybenzyl)amino)pyrrolidine-1-carboxylic acid tert-butyl ester C(C)(C)(C)OC(=O)N1CC(CC1)(NCC1=CC=C(C=C1)OC)C#CC=1C(=NC(=CC1)C([2H])([2H])[2H])Cl